5-Borono-2-methoxynicotinic acid, lithium salt [Li+].B(O)(O)C=1C=NC(=C(C(=O)[O-])C1)OC